FC1=CC=C(C=C1)C=1C(=NC2=CC(=CC(=C2C1)C(C)NC1=C(C(=O)O)C=CC=C1)C)C1=CC=NC=C1 2-((1-(3-(4-fluorophenyl)-7-methyl-2-(pyridin-4-yl)quinolin-5-yl)ethyl)amino)benzoic acid